C(C)(C)(C)OC(=O)N1CC2(CC2)C(C1CC1=CC(=CC=C1)Br)=O 6-(3-bromobenzyl)-7-oxo-5-azaspiro[2.4]heptane-5-carboxylic acid tert-butyl ester